NC=1C=C(C(=O)NCC2=CC=C(C=C2)C2=NOC(=N2)C)C=CN1 2-amino-N-(4-(5-methyl-1,2,4-oxadiazol-3-yl)benzyl)isonicotinamide